tert-butyl 3-(2-(5-(((S)-2-(4-(tert-butoxy)-4-oxobutanamido)-4-phenylbutanamido)methyl)-2,4-dimethylphenoxy)ethyl)piperidine-1-carboxylate C(C)(C)(C)OC(CCC(=O)N[C@H](C(=O)NCC=1C(=CC(=C(OCCC2CN(CCC2)C(=O)OC(C)(C)C)C1)C)C)CCC1=CC=CC=C1)=O